N-Ethylthiourea C(C)NC(=S)N